N-(5,7-Difluoro-1,3-benzothiazol-2-yl)-5-methylbicyclo[3.3.1]nonan-1-carboxamid FC=1C=C(C2=C(N=C(S2)NC(=O)C23CCCC(CCC2)(C3)C)C1)F